2-(4-Cyanophenyl)acetic acid C(#N)C1=CC=C(C=C1)CC(=O)O